(R)-5-(5-(4-fluorophenyl)-1H-indole-2-carboxamido)pentane-1,4-diamine chloride [Cl-].FC1=CC=C(C=C1)C=1C=C2C=C(NC2=CC1)C(=O)NC[C@@H](CCCN)N